tert-butyl ((5-(4,5-dihydrofuran-2-yl)-4-oxo-3,4-dihydrophthalazin-1-yl)methyl)carbamate O1C(=CCC1)C1=C2C(NN=C(C2=CC=C1)CNC(OC(C)(C)C)=O)=O